7-hydroxy-N-isopropyl-3,7-dimethyloctan-1-imine oxide OC(CCCC(CC=[N+](C(C)C)[O-])C)(C)C